ClC1=NN2C(N=CC(=C2C(C)C)C(=O)O)=N1 2-chloro-7-isopropyl-[1,2,4]triazolo[1,5-a]pyrimidine-6-carboxylic acid